(1R,4s)-4-((5-(1-((S)-2-fluoropropyl)-1H-benzo[d][1,2,3]triazol-6-yl)-4-methoxypyrrolo[2,1-f][1,2,4]triazin-2-yl)amino)-1-methylcyclohexan-1-ol F[C@H](CN1N=NC2=C1C=C(C=C2)C=2C=CN1N=C(N=C(C12)OC)NC1CCC(CC1)(O)C)C